CN(C(=O)C1CCC(CC1)NC1=NC(=NC=C1C(=O)N)NC1CCOCC1)C 4-((1s,4s)-4-(dimethylcarbamoyl)cyclohexylamino)-2-(tetrahydro-2H-pyran-4-ylamino)pyrimidine-5-carboxamide